OC(COC1=CC=C(C(=O)C2=CC=CC=C2)C=C1)COCC=C 4-(2-hydroxy-3-allyloxy-propoxy)benzophenone